NC=CC1=CC=CC=C1 β-aminostyrene